C(#N)C1=C(C=C(C=C1F)CCC(=O)O)F 3-(4-cyano-3,5-difluorophenyl)propanoic acid